1-hydroxy-2-(5H-imidazo[5,1-a]isoindol-5-yl)-8-thiaspiro[4.5]decane 8,8-dioxide OC1C(CCC12CCS(CC2)(=O)=O)C2N1C(C3=CC=CC=C23)=CN=C1